S1C(=NC2=C1C=CC=C2)NC(C2=CC(=C(C=C2)OCC=2C(=NOC2C)C)OC)=O N-(benzo[d]thiazol-2-yl)-4-((3,5-dimethylisoxazol-4-yl)methoxy)-3-methoxybenzamide